Iodonium triflate [O-]S(=O)(=O)C(F)(F)F.[IH2+]